6-(((1r,3R,5S,7r)-3,5-Dimethyladamantan-1-yl)amino)-6-oxohexanoic acid C[C@]12CC3(CC(C[C@@](C1)(C3)C)C2)NC(CCCCC(=O)O)=O